(rac)-3-[trans-2-cyclopropyl-4-(4-methyl-4H-1,2,4-triazol-3-yl)piperidin-1-yl]-6'-fluoro-6-(trifluoromethyl)-[2,3'-bipyridine]-4-carbonitrile C1(CC1)[C@@H]1N(CC[C@H](C1)C1=NN=CN1C)C=1C(=NC(=CC1C#N)C(F)(F)F)C=1C=NC(=CC1)F |r|